[5-(4-aminocinnolin-7-yl)-2-prop-2-yloxy-4-pyrazol-1-ylphenyl]boronic acid formate salt C(=O)O.NC1=CN=NC2=CC(=CC=C12)C=1C(=CC(=C(C1)B(O)O)OC(C)C)N1N=CC=C1